ClC=1C(=CC=2C3=C(C=NC2C1/C=C/C(=O)N)CN([C@H]3C)C(COC)=O)OC (E)-3-[(1S)-7-chloro-8-methoxy-2-(2-methoxyacetyl)-1-methyl-1,3-dihydropyrrolo[3,4-c]quinolin-6-yl]prop-2-enamide